FC(C(=O)O)(F)F.C12C(CC(CC1)O2)C2=NC(=CC(=N2)N2CC1(C=3C=NC(=CC32)NC(C)=O)CC1)C N-(1'-(2-(7-oxabicyclo[2.2.1]heptan-2-yl)-6-methylpyrimidin-4-yl)-1',2'-dihydrospiro[cyclopropane-1,3'-pyrrolo[3,2-c]pyridin]-6'-yl)acetamide trifluoroacetate